CCCCCCCCCCCCCCCCCCCCCCCCC(C(=O)N[C@@H](COP(=O)(O)O[C@H]1[C@@H]([C@H]([C@@H]([C@H]([C@H]1O)O[C@H]2[C@H]([C@H]([C@@H]([C@H](O2)COP(=O)(O)OC3[C@@H]([C@H](C([C@H]([C@H]3O)O)O)O)O)O)O)O)O)O)O)[C@@H]([C@@H](CCCCCCCCCCCCCC)O)O)O The molecule is a inositol phosphomannosylinositol phosphoceramide compound having a 2-hydroxyhexacosanoyl group attached to the ceramide nitrogen. It has a role as a Saccharomyces cerevisiae metabolite. It derives from a myo-inositol and a Man-beta1-2-Ins-1-P-Cer(t20:0/2-OH-26:0). It is a conjugate acid of an Ins-1-P-6-Man-beta1-2-Ins-1-P-Cer(t18:0/2-OH-26:0)(2-).